N1=CC=CC=C1.FC(CS(=O)(=O)O)(F)F trifluoroethanesulfonic acid pyridine salt